C12(CC(C1)C2)N2C[C@H](NS(C1=C2C=C(C(=C1)O\C=C(\C(=O)O)/F)SC)(=O)=O)CC (R,Z)-3-((5-(bicyclo[1.1.1]pentan-1-yl)-3-ethyl-7-(methylthio)-1,1-dioxido-2,3,4,5-tetrahydrobenzo[f][1,2,5]thiadiazepin-8-yl)oxy)-2-fluoroacrylic acid